C1OCC12CN(C2)C2=C1C(=NC(=N2)C#C[Si](C)(C)C)N(N=C1)CC1CN(C1)C(=O)OC(C)(C)C tert-Butyl 3-[[4-(2-oxa-6-azaspiro[3.3]heptan-6-yl)-6-(2-trimethylsilylethynyl) pyrazolo[3,4-d]pyrimidin-1-yl]methyl]azetidine-1-carboxylate